ClC1=C(C=CC=C1)NC1=NS(C=2C(N1)=C(C=C(C2)[N+](=O)[O-])O)(=O)=O 3-(2-Chlorophenylamino)-7-nitro-4H-1,2,4-benzothiadiazin-5-ol 1,1-dioxide